NC1=C(C(=O)O)C=CC=C1S(=O)(=O)N1CC(CC1)(F)F 2-amino-3-((3,3-difluoropyrrolidin-1-yl)sulfonyl)benzoic acid